C9-nonanal CCCCCCCCC=O